β-alanine hexadecyl ester C(CCCCCCCCCCCCCCC)OC(CCN)=O